bis-(2,4,5-trihydroxyphenyl) sulfide OC1=C(C=C(C(=C1)O)O)SC1=C(C=C(C(=C1)O)O)O